2-amino-7-bromo-1-(6-fluoro-5-methyl-1-(tetrahydro-2H-pyran-2-yl)-1H-indazol-4-yl)-1H-pyrrolo[3,2-c]pyridine-3-carbonitrile NC1=C(C=2C=NC=C(C2N1C1=C2C=NN(C2=CC(=C1C)F)C1OCCCC1)Br)C#N